methyl 2-(4-amino-3,5-dimethylphenyl)acetate NC1=C(C=C(C=C1C)CC(=O)OC)C